azetidin-1-yl-(4-((4-(isoindolin-2-ylmethyl)-2-(methylsulfonyl)phenoxy)methyl)-cyclohexyl)methanone N1(CCC1)C(=O)C1CCC(CC1)COC1=C(C=C(C=C1)CN1CC2=CC=CC=C2C1)S(=O)(=O)C